O=C1CCC(N1)C(=O)NC1=CC(=CC=2OCCOC21)OC2=CC=C(C=C2)C(F)(F)F 5-Oxo-N-(7-(4-(trifluoromethyl)phenoxy)-2,3-dihydrobenzo[b][1,4]dioxin-5-yl)pyrrolidine-2-carboxamide